ClC1=CC=C(C=C1)C=1OC=2CCC(NC2N1)C(=O)OCC1=CC=CC=C1 Benzyl 2-(4-chlorophenyl)-6,7-dihydrooxazolo[5,4]pyridine-5(4H)-carboxylate